1-(4-fluorophenyl)-6-methyl-2-oxopyridine-3-carboxamide FC1=CC=C(C=C1)N1C(C(=CC=C1C)C(=O)N)=O